NC1=CC(=C(C=C1OC)CC#N)F 2-(4-amino-2-fluoro-5-methoxyphenyl)acetonitrile